P(=O)([O-])([O-])[O-].[Al+3].N1(CCNCC1)CNC(C=C)=O N-(piperazin-1-ylmethyl)acrylamide aluminum phosphate